NC1(C(C=CC=C1)O)Cl 2-amino-o-chlorophenol